N1=CC=C(C=C1)C(C)=O 1-(pyridine-4-yl)ethan-1-one